3-cyclopropyl-7-(2-(3-fluoro-3-methylazetidin-1-yl)-2-oxoethyl)-1-(4-fluoro-3-methylphenyl)imidazo[1,5-a]pyrazin-8(7H)-one C1(CC1)C1=NC(=C2N1C=CN(C2=O)CC(=O)N2CC(C2)(C)F)C2=CC(=C(C=C2)F)C